C(#N)C=1C(=NN2C1N=CC=C2C(=O)O)CO 3-cyano-2-(hydroxymethyl)pyrazolo[1,5-a]pyrimidine-7-carboxylic acid